1,2-benzenedicarbonitrile C=1(C(=CC=CC1)C#N)C#N